O=C1NC(CCC1N1C(C2=CC=C(C=C2C1=O)NCCC[C@@H]1C[C@H](C1)N1N=CC(=C1)C1=CC(=CC=C1)N1CCOCC1)=O)=O (2,6-Dioxopiperidin-3-yl)-5-((3-(trans-3-(4-(3-morpholinophenyl)-1H-pyrazol-1-yl)cyclobutyl)propyl)amino)isoindoline-1,3-dione